tert-butyl ((R*)-1-((R*)-3,3-difluorocyclopentyl)-3-iodo-2-oxopropyl)carbamate FC1(C[C@@H](CC1)[C@H](C(CI)=O)NC(OC(C)(C)C)=O)F |o1:3,6|